(R)-N-(4-(chlorodifluoromethoxy)phenyl)-6-(3-hydroxypyrrolidin-1-yl)-5-(1H-pyrazol-3-yl)nicotinamide ClC(OC1=CC=C(C=C1)NC(C1=CN=C(C(=C1)C1=NNC=C1)N1C[C@@H](CC1)O)=O)(F)F